methyl 4-[4-[[2-[2-[tert-butoxycarbonyl(cyclopropylmethyl)amino]-4-pyridyl]oxazole-4-carbonyl]amino]-3-(difluoromethyl)pyrazol-1-yl]-2-fluoro-benzoate C(C)(C)(C)OC(=O)N(C1=NC=CC(=C1)C=1OC=C(N1)C(=O)NC=1C(=NN(C1)C1=CC(=C(C(=O)OC)C=C1)F)C(F)F)CC1CC1